cis-1,1,1,4,4,4-hexafluorobutane FC(CCC(F)(F)F)(F)F